C(C)(C)(C)OC(=O)NC1=CC=2N(C=C1C(=O)OCC)N=C(C2)C2CS(CCC2)(=O)=O ethyl 5-(tert-butoxycarbonylamino)-2-(1,1-dioxothian-3-yl)pyrazolo[1,5-a]pyridine-6-carboxylate